ethyl 1-(4-(cyclopropylmethyl)benzyl)-3-(methoxymethyl)-1H-pyrazole-4-carboxylate C1(CC1)CC1=CC=C(CN2N=C(C(=C2)C(=O)OCC)COC)C=C1